Pyridine-1-carboxylic acid ethyl ester C(C)OC(=O)N1CC=CC=C1